6-furfurylamino-9-β-D-arabinofuranosylpurine C(C1=CC=CO1)NC1=C2N=CN(C2=NC=N1)[C@H]1[C@@H](O)[C@H](O)[C@H](O1)CO